N,N-Dimethylpropylacrylamide CN(C(C(=C)CCC)=O)C